1-Methyl-N-[5-(2,4,5-trifluorophenyl)-1-trityl-1H-indazol-3-yl]piperidine-4-carboxamide CN1CCC(CC1)C(=O)NC1=NN(C2=CC=C(C=C12)C1=C(C=C(C(=C1)F)F)F)C(C1=CC=CC=C1)(C1=CC=CC=C1)C1=CC=CC=C1